(3,5-difluorophenyl)-5-phenylAzole-4-carboxylic acid ethyl ester C(C)OC(=O)C=1C=C(NC1C1=CC=CC=C1)C1=CC(=CC(=C1)F)F